CN(C=1N=NC(=C(C1)C)C1=CC=C(C=C1)C(F)(F)F)[C@H]1CN(CCC1)C (R)-N,5-dimethyl-N-(1-methylpiperidin-3-yl)-6-(4-(trifluoromethyl)phenyl)pyridazin-3-amine